3-(2,5-dioxopyrrol-1-yl)-N-(2-hydroxyethyl)propanamide O=C1N(C(C=C1)=O)CCC(=O)NCCO